3-chloro-2-(triisopropylsiloxymethyl)pyridine ClC=1C(=NC=CC1)CO[Si](C(C)C)(C(C)C)C(C)C